CC1(COC(O1)=O)CCC 5-methyl-5-propyl-1,3-dioxolan-2-one